trans-4-((4-(2-Isopropyloxazol-4-yl)pyridine-2-yl)((trans-4-(5-methoxy-6-methylpyridin-2-yl)cyclohexyl)methyl)carbamoyl)cyclohexyl 4-methylpiperazine-1-carboxylate CN1CCN(CC1)C(=O)O[C@@H]1CC[C@H](CC1)C(N(C[C@@H]1CC[C@H](CC1)C1=NC(=C(C=C1)OC)C)C1=NC=CC(=C1)C=1N=C(OC1)C(C)C)=O